C(CCCCCCCCCCCCCCCCC)(=O)C(O)[C@H](N)[C@H](O)\C=C\CCCCCCCCCCCCC Stearoylsphingosine